4-[(4-{4-ethyl-5-oxo-4,7-diazaspiro[2.5]octan-7-yl}-5-fluoropyrimidin-2-yl)amino]benzenesulfonamide C(C)N1C2(CC2)CN(CC1=O)C1=NC(=NC=C1F)NC1=CC=C(C=C1)S(=O)(=O)N